N-[5-(2-hydroxypropan-2-yl)pyridin-2-yl]-6-methyl-3-oxo-2-[2-(2,2,2-trifluoroethoxy)phenyl]-2,3-dihydropyridazine-4-carboxamide OC(C)(C)C=1C=CC(=NC1)NC(=O)C=1C(N(N=C(C1)C)C1=C(C=CC=C1)OCC(F)(F)F)=O